(S)-4-bromo-5-fluoro-2-((1,1,1-trifluoropropan-2-yl)oxy)benzoyl chloride BrC1=CC(=C(C(=O)Cl)C=C1F)O[C@H](C(F)(F)F)C